3-(3-isopropylpyridin-2-yl)azetidine-3-carboxamide C(C)(C)C=1C(=NC=CC1)C1(CNC1)C(=O)N